ClC1=C(C=2N=C(N=C(C2C=N1)N1CCN(C[C@H](C1)NC(OC(C)(C)C)=O)C)OCC1(CC1)CN1CCOCC1)F tert-butyl N-[(6R)-1-(7-chloro-8-fluoro-2-{[1-(morpholin-4-ylmethyl)cyclopropyl]methoxy}pyrido[4,3-d]pyrimidin-4-yl)-4-methyl-1,4-diazepan-6-yl]carbamate